2-(3-cyclohexyl-1,1-difluoroprop-1-en-2-yl)naphthalene C1(CCCCC1)CC(=C(F)F)C1=CC2=CC=CC=C2C=C1